(methoxymethyl)-7-nitrobenzofuran COCC=1OC2=C(C1)C=CC=C2[N+](=O)[O-]